C(C)(=O)N1C(C2=CC=C(C=C2C1)S(=O)(=O)C)C(=O)O 2-acetyl-5-(methylsulfonyl)isoindoline-1-carboxylic acid